C(#N)COC(C(C)(C)OC(C1=C(C=C(C(=C1)N1C(N(C(=CC1=O)C(F)(F)F)C)=O)F)Cl)=O)=O 1-(cyanomethoxy)-2-methyl-1-oxopropan-2-yl-2-chloro-4-fluoro-5-[3-methyl-2,6-dioxo-4-(trifluoromethyl)-3,6-dihydropyrimidin-1(2H)-yl]benzoate